N'-dibenzoylhydrazine C1=CC=C(C=C1)C(=O)N(C(=O)C2=CC=CC=C2)N